P(=O)(O)(O)OC[C@@H]1[C@H]([C@H]([C@@H](O1)N1C=NC=2C(N)=NC=NC12)O)N=[N+]=[N-] 3'-Azido-3'-deoxyadenosine-5'-monophosphate